2-(4-bromophenyl)-benzooxazole BrC1=CC=C(C=C1)C=1OC2=C(N1)C=CC=C2